6-((4,4-Difluoropiperidin-1-yl)methyl)-3-(2-(trifluoromethyl)pyridin-4-yl)pyrazolo[1,5-a]pyrimidine FC1(CCN(CC1)CC=1C=NC=2N(C1)N=CC2C2=CC(=NC=C2)C(F)(F)F)F